tert-butyl 4-(3-bromo-7-((tert-butoxycarbonyl)(thiophen-2-ylmethyl)amino)-5-chlorothieno[3,2-b]pyridin-2-yl)-2,3,6,7-tetrahydro-1H-azepine-1-carboxylate BrC1=C(SC=2C1=NC(=CC2N(CC=2SC=CC2)C(=O)OC(C)(C)C)Cl)C=2CCN(CCC2)C(=O)OC(C)(C)C